methyl furo[3,2-b]pyridine-5-carboxylate O1C=CC2=NC(=CC=C21)C(=O)OC